rac-5-[4-Amino-2-(N-(2-amino-1-methyl-2-oxoethyl)-4-fluoroanilino)thiazol-5-carbonyl]-N-(2-tert-butoxyethyl)isoxazol-3-carboxamid NC=1N=C(SC1C(=O)C1=CC(=NO1)C(=O)NCCOC(C)(C)C)N(C1=CC=C(C=C1)F)[C@@H](C(=O)N)C |r|